C(C)(C)(C)[Si](C)(C)OCC1=C(C(=NC=C1)Cl)F tert-butyl-[(2-chloro-3-fluoro-4-pyridinyl)methoxy]-dimethyl-silane